N-(6-(5-chlorobenzo[d]oxazol-2-yl)spiro[3.3]heptan-2-yl)-2-cyanoisonicotinamide ClC=1C=CC2=C(N=C(O2)C2CC3(CC(C3)NC(C3=CC(=NC=C3)C#N)=O)C2)C1